4-(1-(4-Chloro-6-(((R)-1-hydroxy-4-methylpentan-2-yl)amino)-1,3,5-triazin-2-yl)propan-2-yl)benzonitrile ClC1=NC(=NC(=N1)N[C@@H](CO)CC(C)C)CC(C)C1=CC=C(C#N)C=C1